tert-butyl 5-(5-fluoro-2-((5-(4-methylpiperazin-1-yl)-2-(trifluoromethoxy) phenyl) amino) pyrimidin-4-yl)-1-oxo-3,5-dihydropyrrolo[3,4-c]pyrrole-2(1H)-carboxylate FC=1C(=NC(=NC1)NC1=C(C=CC(=C1)N1CCN(CC1)C)OC(F)(F)F)N1C=C2C(=C1)CN(C2=O)C(=O)OC(C)(C)C